1-(6-(2-(7,8-dimethyl-[1,2,4]triazolo[1,5-a]pyridin-6-yl)-4-fluoro-3-isopropyl-1H-pyrrolo[2,3-c]pyridin-5-yl)-2,6-diazaspiro[3.3]heptan-2-yl)-2-morpholinoethan-1-one CC1=C(C=2N(C=C1C1=C(C=3C(=CN=C(C3F)N3CC4(CN(C4)C(CN4CCOCC4)=O)C3)N1)C(C)C)N=CN2)C